BrC1=CC=CC=2C=3N(C(=NC12)N[C@H](C(C)C)C(=O)O)N=C(N3)C3=CC=C(C=C3)OC N-[7-bromo-2-(4-methoxyphenyl)[1,2,4]triazolo[1,5-c]quinazolin-5-yl]-D-valine